ClC1=C2C(=C(C=NC2=CC(=C1)Cl)C(=O)O)O 5,7-dichloro-4-hydroxyquinoline-3-carboxylic acid